C(C)(C)C1CC(CCC1)NC(=O)CC(C(CC(=O)NC1CC(CCC1)C(C)C)C(=O)NC1CC(CCC1)C(C)C)C(=O)NC1CC(CCC1)C(C)C 1,2,3,4-butanetetracarboxylic acid tetra(3-isopropylcyclohexylamide)